COC1=NC(=NC(=C1)OC)NC(=O)NS(=O)(=O)C1=NC=CC=C1C(=O)N(C)C 2-[[[[(4,6-dimethoxy-2-pyrimidinyl)amino]carbonyl]amino]sulfonyl]-N,N-dimethyl-3-pyridinecarboxamide